FC=1C=C(C(=O)OC)C=C(C1)C=1N=CSC1 methyl 3-fluoro-5-(thiazol-4-yl)benzoate